2-oxosuccinic acid dimethyl ester COC(C(CC(=O)OC)=O)=O